C(C)N(CCNC(=O)C1=C(NC(=C1C)\C=C\1/C(NC2=CC=C(C=C12)F)=O)C)CC (Z)-N-(2-(Diethylamino)ethyl)-5-((5-fluoro-2-oxoindolin-3-ylidene)methyl)-2,4-dimethyl-1H-pyrrole-3-carboxamide